(S)-2-(4-Bromo-2-methoxy-benzyl)-5-methyl-2,5-diaza-bicyclo[2.2.1]heptane BrC1=CC(=C(CN2[C@@H]3CN(C(C2)C3)C)C=C1)OC